O=C1N(CCC1)C1=CC=C(C=C1)C=1C=NC(=NC1)NC1=CC2=C(OC[C@H]3N2C(CC3)=O)N=C1 (S)-2-((5-(4-(2-oxopyrrolidin-1-yl)phenyl)pyrimidin-2-yl)amino)-6,6a,7,8-tetrahydro-9H-pyrido[2,3-b]pyrrolo[1,2-d][1,4]oxazin-9-one